trans-4-(tert-butyloxycarbonylaminomethyl)cyclohexanecarboxylic acid C(C)(C)(C)OC(=O)NC[C@@H]1CC[C@H](CC1)C(=O)O